(5-(2-(4-Fluorophenyl)butyrylamino)-4-(methoxycarbonyl)-3-methylthiophene-2-carbonyl)-D-valyl-D-valine FC1=CC=C(C=C1)C(C(=O)NC1=C(C(=C(S1)C(=O)N[C@H](C(C)C)C(=O)N[C@H](C(C)C)C(=O)O)C)C(=O)OC)CC